C1(CC1)N(S(=O)(=O)NC=1C(=C(C(=O)C2=CNC3=NC=C(C=C32)C3=CC=C(C=N3)N3CCN(CC3)C(=O)OC(C)(C)C)C(=CC1)F)F)C tert-butyl 4-[6-[3-[3-[[cyclopropyl(methyl)sulfamoyl]amino]-2,6-difluoro-benzoyl]-1H-pyrrolo[2,3-b]pyridin-5-yl]-3-pyridyl]piperazine-1-carboxylate